(S)-N-((S)-1-((3S,5S)-5-cyano-2'-oxo-1',4'-dihydro-2'H-spiro[pyrrolidine-3,3'-quinolin]-1-yl)-4-methyl-1-oxopentan-2-yl)-N-methyl-2-(2,2,2-trifluoroacetamido)propanamide C(#N)[C@@H]1C[C@]2(C(NC3=CC=CC=C3C2)=O)CN1C([C@H](CC(C)C)N(C([C@H](C)NC(C(F)(F)F)=O)=O)C)=O